pyridine-3-carbonyl chloride hydrochloride Cl.N1=CC(=CC=C1)C(=O)Cl